FC=1C(=C(C=CC1F)[C@H]1[C@@H](O[C@](C1)(C(F)(F)F)CC)C(=O)NC1=CC(=NC=C1)C(=O)N)OC (2R,3S,5R)-4-[[3-(3,4-difluoro-2-methoxy-phenyl)-5-ethyl-5-(trifluoromethyl)tetrahydrofuran-2-carbonyl]amino]pyridine-2-carboxamide